2,4,6-trimethyliodobenzene CC1=C(C(=CC(=C1)C)C)I